2-aminoethyl-3-amino-propylmethyldi-methoxysilan NCCCO[Si](OC)(C)CCCN